diethylene glycol e-methyl-(3-bis(trimethylsiloxy) silylpropyl) ether CC(CCOCCOCCO)[SiH](O[Si](C)(C)C)O[Si](C)(C)C